CC1=CC2=C(N=C(S2)CN2C=C3C(C=C2)=CC(=N3)C3=C(C=CC=C3)CO)C=C1 [2-[6-[(6-methyl-1,3-benzothiazol-2-yl)methyl]pyrrolo[2,3-c]pyridin-2-yl]phenyl]methanol